CC(CCCCCC(CO)CCCC(CC)C)CC 8-methyl-2-(4-methylhexyl)-1-decanol